tert-butyl 4-vinylpiperidine-1-carboxylate C(=C)C1CCN(CC1)C(=O)OC(C)(C)C